(2S,4S)-N2-(3-chloro-4-fluorophenyl)-N2-methyl-1-[6-methyl-4-(trifluoromethyl)pyridin-2-yl]-N4-(pyrimidin-4-yl)pyrrolidine-2,4-dicarboxamide ClC=1C=C(C=CC1F)N(C(=O)[C@H]1N(C[C@H](C1)C(=O)NC1=NC=NC=C1)C1=NC(=CC(=C1)C(F)(F)F)C)C